C1(CCC1)C1=CNC2=NC=C(C=C21)C=2C=C1N(N2)CCC12CN(C2)C(=O)OC(C)(C)C tert-butyl 2'-(3-cyclobutyl-1H-pyrrolo[2,3-b]pyridin-5-yl)-5',6'-dihydrospiro[azetidine-3,4'-pyrrolo[1,2-b]pyrazole]-1-carboxylate